(2R,3S,5R)-5-(4-amino-2-chloro-7H-pyrrolo[2,3-d]pyrimidin-7-yl)-2-(((tert-butyldimethylsilyl)oxy)methyl)-2-ethynyltetrahydrofuran-3-yl propionate C(CC)(=O)O[C@@H]1[C@@](O[C@H](C1)N1C=CC2=C1N=C(N=C2N)Cl)(C#C)CO[Si](C)(C)C(C)(C)C